tert-butyl 5-((4-((3S,4S)-4-(3,4-dihydroisoquinolin-2(1H)-yl)-3-hydroxypiperidine-1-carbonyl)-5-fluoropyridin-2-yl)amino)-2-azabicyclo[2.2.1]heptane-2-carboxylate C1N(CCC2=CC=CC=C12)[C@@H]1[C@H](CN(CC1)C(=O)C1=CC(=NC=C1F)NC1C2CN(C(C1)C2)C(=O)OC(C)(C)C)O